OC(C(=O)SCCNC(CCNC([C@@H](C(COP(OP(OC[C@@H]1[C@H]([C@H]([C@@H](O1)N1C=NC=2C(N)=NC=NC12)O)OP(=O)(O)O)(=O)O)(=O)O)(C)C)O)=O)=O)CC(CC(=O)O)=O 2-hydroxy-4-ketoadipyl-CoA